N-phenyl-benzamidine C1(=CC=CC=C1)NC(C1=CC=CC=C1)=N